3,7-dimethyl-9-(2,6,6-trimethylcyclohex-1-en-1-yl)nona-2,6-dienal CC(=CC=O)CCC=C(CCC1=C(CCCC1(C)C)C)C